C1(CC1)N1C(N(C2=C(C1=O)C(=C(C(N2C)=O)C)OC=2C=C(C=CC2)CS(=O)(=O)NC)C2=C(C=C(C=C2)I)F)=O 1-(3-((3-cyclopropyl-1-(2-fluoro-4-iodophenyl)-6,8-dimethyl-2,4,7-trioxo-1,2,3,4,7,8-hexahydropyrido[2,3-d]pyrimidin-5-yl)oxy)phenyl)-N-methylmethanesulfonamide